4-(3,4-dichlorophenyl)-4-phenylbutyric acid ClC=1C=C(C=CC1Cl)C(CCC(=O)O)C1=CC=CC=C1